(l)-4-((7-Phenyl-2-(4-((((4-(pyrazin-2-yl)benzylidene)amino)oxy)methyl)phenyl)imidazo[1,2-a]pyridin-3-yl)amino)benzoic acid C1(=CC=CC=C1)C1=CC=2N(C=C1)C(=C(N2)C2=CC=C(C=C2)CON=CC2=CC=C(C=C2)C2=NC=CN=C2)NC2=CC=C(C(=O)O)C=C2